ClC=1C=C2C=NNC2=CC1N 5-chloro-1H-indazol-6-amine